C(CC([2H])([2H])[2H])(=O)C=1C(=CC(=NC1)NC(=O)C1CC1)NC1=NC=CC=2C=3C([C@H](N(C12)C)C)=CN(N3)C |r| (R/S)-N-(5-(propanoyl-3,3,3-d3)-4-((2,4,5-trimethyl-4,5-dihydro-2H-pyrazolo[4,3-c][1,7]naphthyridin-6-yl)amino)pyridin-2-yl)cyclopropanecarboxamide